2-(5-chloro-2H-benzotriazol-2-yl)-6-T-butyl-p-cresol ClC1=CC=2C(=NN(N2)C2=CC(=CC(=C2O)C(C)(C)C)C)C=C1